5-bromo-7-((4-(6-(difluoromethoxy)pyridin-3-yl)piperazin-1-yl)methyl)-3-methylquinoxalin BrC1=C2N=C(C=NC2=CC(=C1)CN1CCN(CC1)C=1C=NC(=CC1)OC(F)F)C